O1N=C(C2=C1C=CC=C2)NS(=O)(=O)C2=CC(=C(C=C2)Cl)Cl N-(benzo[d]isoxazol-3-yl)-3,4-dichlorobenzene-sulfonamide